C1(CCC1)OC1=C(C=O)C=CC=C1 cyclobutoxybenzaldehyde